C(C)(=O)C=1C=C(NC1)C(=O)NCCCC(=O)O 4-[(4-ACETYL-1H-PYRROL-2-YL)FORMAMIDO]BUTANOIC ACID